(2S,5R)-2-(1,1-difluoro-2-hydroxyethyl)-7-oxo-1,6-diazabicyclo[3.2.1]octan-6-yl hydrogen sulfate S(=O)(=O)(ON1[C@@H]2CC[C@H](N(C1=O)C2)C(CO)(F)F)O